6-(cyclopropanecarboxamido)-4-((3,5-dimethyl-4,5-dihydro-3H-[1,2,3]triazolo[4,5-c]quinolin-6-yl)amino)-N-(methyl-d3)pyridazine-3-carboxamide C1(CC1)C(=O)NC1=CC(=C(N=N1)C(=O)NC([2H])([2H])[2H])NC1=CC=CC=2C3=C(CN(C12)C)N(N=N3)C